N1(CCOCC1)CCNC(C1=CC=C(C=C1)NC1=C(N=C2N1C=CN=C2)C2=CC=CC=C2)=O N-(2-morpholin-4-ylethyl)-4-[(2-phenyl-imidazo[1,2-a]pyrazin-3-yl)amino]benzamide